CC=1C(=CC2=C(OCCO2)C1)N 2,3-dihydro-7-methyl-1,4-benzodioxin-6-amine